2-(difluoromethoxy)-4-((3S,5R)-3,4,5-trimethylpiperazin-1-yl)aniline FC(OC1=C(N)C=CC(=C1)N1C[C@@H](N([C@@H](C1)C)C)C)F